(5R,6R)-6-(cyclobutylmethyl)-5-(4-(4-(dimethoxymethyl)piperidin-1-yl)phenyl)-5,6,7,8-tetrahydronaphthalen-2-ol C1(CCC1)C[C@@H]1[C@@H](C=2C=CC(=CC2CC1)O)C1=CC=C(C=C1)N1CCC(CC1)C(OC)OC